3-methyl-5-(1-((4-methyl-7-morpholinopyrido[3,4-d]pyridazin-1-yl)amino)ethyl)benzonitrile CC=1C=C(C#N)C=C(C1)C(C)NC1=C2C(=C(N=N1)C)C=NC(=C2)N2CCOCC2